The molecule is an amphetamine methylated on nitrogen and with the phenyl ring methoxylated at C-2. A beta-adrenergic receptor agonist, it is used as a bronchodilator. It has a role as a beta-adrenergic agonist and a bronchodilator agent. CC(CC1=CC=CC=C1OC)NC